1,2,5,6,7,8-hexahydro-1,6-naphthyridine-3-carboxamide N1CC(=CC=2CNCCC12)C(=O)N